BrC=1C(=C2N(C=NC(=C2)NC(OC(C)(C)C)=O)C1)C tert-butyl (6-bromo-5-methylpyrrolo[1,2-c]pyrimidin-3-yl)carbamate